C1(=CC=CC=C1)N1C2=CC=CC=C2C2=C3C(=C4C(=C12)NC=1C=CC=CC14)OC1=C3C=CC=C1 5-phenyl-5,6-dihydrobenzofuro[2,3-c]indolo[2,3-a]carbazole